aminobutanoic acid tert-butyl ester C(C)(C)(C)OC(C(CC)N)=O